1-{4-[(2S)-2,3-dihydro-1,4-benzodioxin-2-yl]benzyl}-N-methylpiperidin-4-carboxamide O1[C@H](COC2=C1C=CC=C2)C2=CC=C(CN1CCC(CC1)C(=O)NC)C=C2